ClC=1C(=NC(=NC1)N[C@@H]1[C@@H]([C@H]2CO[C@@H]([C@H]1O)O2)[2H])C=2C=C(C1=C(N(C(=N1)C(C)(C)O)C(C)C)C2)F (1S,2S,3R,4S,5R)-3-((5-chloro-4-(4-fluoro-2-(2-hydroxypropan-2-yl)-1-isopropyl-1H-benzo[d]imidazol-6-yl)pyrimidin-2-yl)amino)-6,8-dioxabicyclo[3.2.1]octan-2-d-4-ol